(5-bromo-1H-pyrazole-3-carbonyl)piperidine-4-carboxylic acid methyl ester COC(=O)C1CCN(CC1)C(=O)C1=NNC(=C1)Br